amyl acetate (n-pentyl acetate) C(CCCC)CC(=O)O.C(C)(=O)OCCCCC